Cl.FC1(CC(CNC1)CO)F (5,5-difluoropiperidin-3-yl)methanol hydrochloride